CS(=O)(=O)/C=C/CNC(=O)N1[C@H](CC2(CC2)CC1)C1=CC=CC=C1 (R,E)-N-(3-(methylsulfonyl)allyl)-5-phenyl-6-azaspiro[2.5]octane-6-carboxamide